C1(CC1)C=1C(=C(C(=C(C#N)C1)F)C(C)C)N=C=O 5-Cyclopropyl-2-fluoro-4-isocyanato-3-isopropylbenzonitrile